C(C1=CC=CC=C1)OC(=O)N1[C@H](CN(CC1)C1=C(C(=NC=2CNCCC12)O[C@@H]1CN(C[C@H]1OC)C)F)CC#N (S)-2-(cyanomethyl)-4-(3-fluoro-2-(((3R,4R)-4-methoxy-1-methylpyrrolidin-3-yl)oxy)-5,6,7,8-tetrahydro-1,7-naphthyridin-4-yl)piperazine-1-carboxylic acid benzyl ester